CS(=O)(=O)OC[C@@H]1CN(CCO1)C(=O)OC(C)(C)C tert-butyl (S)-2-(((methylsulfonyl) oxy)methyl)morpholine-4-carboxylate